methyl cis-2-((3'-fluorobiphenyl-3-yl)methyl)-3-((methylsulfonyl)amino)piperidine-1-carboxylate FC=1C=C(C=CC1)C1=CC(=CC=C1)C[C@@H]1N(CCC[C@@H]1NS(=O)(=O)C)C(=O)OC